tert-butyl 4-(hydroxymethyl)-5,8,9,11-tetrahydropyrido[4',3':3,4]pyrazolo[5,1-b][1,3]oxazepine-10(2H)-carboxylate OCC=1CN2C(OCC1)=C1C(=N2)CCN(C1)C(=O)OC(C)(C)C